iridium platinum [Pt].[Ir]